N-((5-chloronicotinoyl)oxy)-1-((5-fluoropyridin-3-yl)methyl)-6-oxo-1,6-dihydropyridazine-3-carboximidamide ClC=1C=NC=C(C(=O)ONC(=N)C2=NN(C(C=C2)=O)CC=2C=NC=C(C2)F)C1